C(C)(C)(C)OC(=O)N1CC(OCC1C=1SC(=C(N1)C1=C(C(=CC=C1)NS(=O)(=O)C1=C(C=CC(=C1)F)F)F)C1=NC(=NC=C1)N)(C)C 5-{5-(2-aminopyrimidin-4-yl)-4-[3-(2,5-difluorobenzenesulfonylamino)-2-fluorophenyl]-thiazol-2-yl}-2,2-dimethylmorpholine-4-carboxylic acid tert-butyl ester